CC(C[C@@H](C(=O)O)NC(CC1=CC=CC=C1)=O)C (S)-4-methyl-2-(2-phenylacetylamino)pentanoic acid